C(=O)(O)C=1C=CC=C(C1S(=O)(=O)O)O 3-carboxyl-5-hydroxy-(p-benzenesulfonic acid)